4-fluoro-6-methoxy-2-(2-pyridyl)-5-trifluoromethylpyrimidine FC1=NC(=NC(=C1C(F)(F)F)OC)C1=NC=CC=C1